BrCC(CCOCC1=CC=CC=C1)C ((4-bromo-3-(methyl)butoxy)methyl)benzene